NC=1C(=CC=2CCCCC2C1)C(=O)NC1=CC(=C(C=C1)F)C(F)(F)F 3-amino-N-(4-fluoro-3-(trifluoromethyl)phenyl)-5,6,7,8-tetrahydro-naphthalene-2-carboxamide